FC1=C2C=C(N(C2=CC=C1)S(=O)(=O)C1=CC=CC=C1)C=O 4-fluoro-1-(benzenesulfonyl)-1H-indole-2-carbaldehyde